C1=C(C=CC2=CC=CC=C12)C=1N=NC(=CC1C1=CC=CC=C1)C1=CC=CC=C1 3-(Naphthalen-2-yl)-4,6-diphenylpyridazine